CNC(=O)C1=NOC(=N1)COC1=CC=C(C=C1)C(C)(C)C1=CC=C(OCCCNC(OC(C)(C)C)=O)C=C1 tert-butyl (3-(4-(2-(4-((3-(methylcarbamoyl)-1,2,4-oxadiazol-5-yl)methoxy)phenyl) propan-2-yl)phenoxy)propyl)carbamate